CC1(CC2CC2C1)C(=O)NC=1SC2=C(N1)C=CC(=C2)OC(F)(F)F 3-methyl-N-[6-(trifluoromethoxy)-1,3-benzothiazol-2-yl]bicyclo[3.1.0]hexane-3-carboxamide